(S)-2-(tert-butoxy)-2-(4-(4-chlorophenyl)-2,3,6-trimethyl-1-((1-methyl-1H-pyrazole-4-yl)methyl)-1H-pyrrolo[2,3-b]pyridin-5-yl)acetonitrile C(C)(C)(C)O[C@H](C#N)C=1C(=C2C(=NC1C)N(C(=C2C)C)CC=2C=NN(C2)C)C2=CC=C(C=C2)Cl